N1C=C(C2=CC=CC=C12)C(=O)N1CCN(CC1)C1=NC=C(C=N1)C(F)(F)F (1H-indol-3-yl)(4-(5-(trifluoromethyl)pyrimidin-2-yl)piperazin-1-yl)methanone